COC=1C=C(C=CC1OC)C=1NC2=CC=C(C=C2C1C(C)C)C1=NN=C(O1)CNC 1-(5-(2-(3,4-dimethoxyphenyl)-3-isopropyl-1H-indol-5-yl)-1,3,4-oxadiazol-2-yl)-N,N-dimethylamine